ClC1=CC=C(C=C1)S(=NC(=O)C=1C=NN(C1)C1=CC=C(C=C1)C1=NOC(=N1)C(F)(F)F)(=O)C N-((4-chlorophenyl)(methyl)(oxo)-λ6-sulfaneylidene)-1-(4-(5-(trifluoromethyl)-1,2,4-oxadiazol-3-yl)phenyl)-1H-pyrazole-4-carboxamide